ClC1=NC(=CC(=C1)CO)NC1CCC(CC1)(F)F (2-chloro-6-((4,4-difluorocyclohexyl)amino)pyridin-4-yl)methanol